C(C)N(C(=O)C1(CC1)C(=O)OC)C methyl 1-(ethyl-methylcarbamoyl)-cyclopropanecarboxylate